ClC1=C(C=CC=C1)NC(C1=CN=C(C=C1)NC1=NC(=NC=C1F)NC1=CC=C(C=C1)C(NN1CCC(CC1)CCN1CCN(CC1)C1=CC=C(C=C1)C1C(NC(CC1)=O)=O)=O)=O N-(2-chlorophenyl)-6-((2-((4-((4-(2-(4-(4-(2,6-dioxopiperidin-3-yl)phenyl)piperazin-1-yl)ethyl)piperidin-1-yl)carbamoyl)phenyl)amino)-5-fluoropyrimidin-4-yl)amino)nicotinamide